benzyl 4-carbonochloridoylpiperidine-1-carboxylate C(=O)(Cl)C1CCN(CC1)C(=O)OCC1=CC=CC=C1